FC1=C(C=C(C=C1)C1=NNC(=C1C(C)C)C=1C=C(C=2N(C1)N=CN2)C)[C@H](C)N (S)-1-(2-fluoro-5-(4-isopropyl-5-(8-methyl-[1,2,4]triazolo[1,5-a]pyridin-6-yl)-1H-pyrazol-3-yl)phenyl)ethan-1-amine